4-((bis(benzyloxy)phosphoryl)oxy)-3-methoxybenzoic acid methyl ester COC(C1=CC(=C(C=C1)OP(=O)(OCC1=CC=CC=C1)OCC1=CC=CC=C1)OC)=O